(3-hydroxypropyl)boric acid OCCCOB(O)O